FC1=C(C(=CC(=C1)C1=NN(C=N1)C1=CC=C(C=C1)OC(F)(F)F)F)NC(=O)\N=C\1/SCC(N1C1=C(C=CC(=C1)C)OCCCC(F)(F)F)=O (Z)-1-(2,6-difluoro-4-(1-(4-(trifluoromethoxy)phenyl)-1H-1,2,4-triazol-3-yl)phenyl)-3-(3-(5-methyl-2-(4,4,4-trifluorobutoxy)phenyl)-4-oxothiazolidin-2-ylidene)urea